molybdenum titanium Nickel [Ni].[Ti].[Mo]